FC(C)C1=CC=C(C=C1)C(C(=O)O)C 4-(1-fluoroethyl)-phenylpropionic acid